N-[(1S)-2-(1,3-benzodioxol-5-yl)-1-methyl-ethyl]-N-ethyl-4-(1-piperidyl)piperidine-1-carboxamide hydrochloride Cl.O1COC2=C1C=CC(=C2)C[C@H](C)N(C(=O)N2CCC(CC2)N2CCCCC2)CC